4,5-Diiodo-(1H)-imidazole IC=1N=CNC1I